[La].[Co].[Ni].CN1CC(C1)(OC1=C(C(=C(C(=C1)F)F)F)F)C 1,3-dimethyl-3-(2,3,4,5-tetrafluorophenoxy)azetidine nickel-cobalt lanthanum